diethyl 2,3-dicyclohexyl-2-cyanosuccinate C1(CCCCC1)C(C(=O)OCC)(C(C(=O)OCC)C1CCCCC1)C#N